(1R,3S)-3-(3-{[(3-fluoro-pyridin-2-yl)acetyl]-amino}-1H-pyrazol-5-yl)-cyclopentyl (1-methyl-cyclopropyl)carbamate CC1(CC1)NC(O[C@H]1C[C@H](CC1)C1=CC(=NN1)NC(CC1=NC=CC=C1F)=O)=O